3-(3-(trifluoromethyl)phenyl)imidazole 2-({[4-(Dimethylamino)butanoyl]oxy}methyl)-3-[(3-pentyloctanoyl)oxy]-2-{[(3-pentyloctanoyl)oxy]methyl}propyl-(4Z)-hept-4-en-1-yl-hexanedioate CN(CCCC(=O)OCC(COC(C(CCCC(=O)O)CCC\C=C/CC)=O)(COC(CC(CCCCC)CCCCC)=O)COC(CC(CCCCC)CCCCC)=O)C.FC(C=1C=C(C=CC1)N1C=NC=C1)(F)F